4-amino-2-chlorothiophene NC=1C=C(SC1)Cl